([1,2,4]triazolo[4,3-a]pyrazin-8-yl)-N-(4-fluorobenzyl)-N-(thiazol-5-ylmethyl)methylamine N=1N=CN2C1C(=NC=C2)CN(CC2=CN=CS2)CC2=CC=C(C=C2)F